1,1-difluoro-N-((6S,7S)-5-((R)-2-hydroxy-2-methylbutanoyl)-6-((2,3',5'-trifluoro-[1,1'-biphenyl]-3-yl)methyl)-5-azaspiro[2.4]heptan-7-yl)methanesulfonamide FC(S(=O)(=O)N[C@@H]1[C@@H](N(CC12CC2)C([C@](CC)(C)O)=O)CC=2C(=C(C=CC2)C2=CC(=CC(=C2)F)F)F)F